5-(difluoromethyl)-3-((1-methylpiperidin-4-yl)oxy)thiophene-2-carboxylic acid FC(C1=CC(=C(S1)C(=O)O)OC1CCN(CC1)C)F